OC1=C(C=C(C=C1)[N+](=O)[O-])NC=O 2-hydroxy-5-nitrophenyl-formamide